NC1=C(C=C(C(=O)N2CCC3(C[C@@H]3C#CC3=C4C(N(C(C4=CC=C3)=O)[C@@H](CCC(=O)OC(C)(C)C)C(N)=O)=O)CC2)C=C1)OC tert-butyl (4S)-4-(4-{2-[(1S)-6-(4-amino-3-methoxybenzoyl)-6-azaspiro[2.5]octan-1-yl]ethynyl}-1,3-dioxoisoindol-2-yl)-4-carbamoylbutanoate